C(C)(C)(C)OC(=O)NCCC=1N(C2=CC(=CC=C2C1)OC)C(=O)OC(C)(C)C tert-butyl 2-(2-((tert-butoxycarbonyl) amino) ethyl)-6-methoxy-1H-indole-1-carboxylate